The molecule is a chlorocatechol that is catechol substituted by a chloro group at position 4. It has a role as a bacterial xenobiotic metabolite. It is a member of monochlorobenzenes and a chlorocatechol. C1=CC(=C(C=C1Cl)O)O